P(=O)(O)(O)O[C@@H](CC(C(=O)O)=O)[C@H](O)CO.CN(C)CC1CN(CC1)C(CN(C(C1=C(C=C(C=C1)NC=1C=2N(C=CN1)C(=CN2)C2=CC(=C(C=C2)OC)F)C)=O)C)=O N-[2-[3-[(dimethylamino)methyl]pyrrolidin-1-yl]-2-oxo-ethyl]-4-[[3-(3-fluoro-4-methoxyphenyl)imidazo[1,2-a]pyrazin-8-yl]amino]-N,2-dimethyl-benzamide 2-dehydro-3-deoxy-phosphogluconate